1-((1-(2-(4-fluorophenyl)-2-oxoethyl)piperidin-4-yl)methyl)-1-methyl-3-((4-methylthiazol-2-yl)methyl)urea FC1=CC=C(C=C1)C(CN1CCC(CC1)CN(C(=O)NCC=1SC=C(N1)C)C)=O